(2R,3S,4S,5R,6R)-2-(hydroxymethyl)-6-phenylethoxy-tetrahydro-2H-pyran-3,4,5-triol OC[C@H]1O[C@H]([C@@H]([C@H]([C@@H]1O)O)O)OCCC1=CC=CC=C1